S1C(=NC=C1)CNC(=O)C1=NC(=CC=C1)N1CCN(CCC1)C1CCN(CC1)[C@H](C(F)(F)F)C N-(1,3-Thiazol-2-ylmethyl)-6-(4-{1-[(2S)-1,1,1-trifluoropropan-2-yl]piperidin-4-yl}-1,4-diazepan-1-yl)pyridine-2-carboxamide